C1(CC1)[C@H]([C@H](C1=NC=CC=C1)O)N1C(C2=CC(=CC=C2C1)C=1OC(=NN1)C(F)F)=O 2-[(1R,2R)-1-cyclopropyl-2-hydroxy-2-(pyridin-2-yl)ethyl]-6-[5-(difluoromethyl)-1,3,4-oxadiazol-2-yl]-2,3-dihydro-1H-isoindol-1-one